FC=1C=C(C=CC1OC(C)C)C=1CCOC2=C(C1C1=CC=C(C=C1)O[C@@H]1CN(CC1)CCCF)C=CC(=C2)O 4-(3-Fluoro-4-isopropoxyphenyl)-5-[4-[(3S)-1-(3-fluoropropyl)pyrrolidin-3-yl]oxyphenyl]-2,3-dihydro-1-benzoxepin-8-ol